(E)-5-(8-(3,5-Diethyl-7-methyl-6-oxo-5,6,7,8-tetrahydroimidazo[1,5-a]pyrazin-1-yl)isoquinolin-3-yl)-N-(3-(6-((2,6-dioxopiperidin-3-yl)carbamoyl)pyridin-2-yl)allyl)picolinamide C(C)C1=NC(=C2N1C(C(N(C2)C)=O)CC)C=2C=CC=C1C=C(N=CC21)C=2C=CC(=NC2)C(=O)NC\C=C\C2=NC(=CC=C2)C(NC2C(NC(CC2)=O)=O)=O